2,2-bis(4-bromophenyl)oxirane BrC1=CC=C(C=C1)C1(OC1)C1=CC=C(C=C1)Br